NC(CC1=NC2=C(N1)C=C(C=C2C(=O)NCC2=C(C=CC=C2)C(F)(F)F)NC(=O)C2=C(C=CC=C2)C(F)(F)F)=O 2-(2-amino-2-Oxoethyl)-N-[2-(trifluoromethyl)benzyl]-6-({[2-(trifluoromethyl)phenyl]carbonyl}amino)-1H-benzimidazole-4-carboxamide